Cl.ClC1=C(C=2C(=NSN2)C=C1)NC=1NCCN1 5-chloro-N-(4,5-dihydro-1H-imidazole-2-yl)-2,1,3-benzothiadiazole-4-amine hydrochloride